4-(hydroxymethyl)-3-methyl-1-trityl-1,3-dihydro-2H-imidazol-2-one OCC=1N(C(N(C1)C(C1=CC=CC=C1)(C1=CC=CC=C1)C1=CC=CC=C1)=O)C